C(C1=CC=CC=C1)OC=1C(=C(C=CC1)C=1CNCC1)C1OCCO1 3-[3-(benzyloxy)-2-(1,3-dioxolan-2-yl)phenyl]-2,5-dihydro-1H-pyrrole